(R)-5-[2-(5,6-diethyl-indan-2-ylamino)-1-hydroxyethyl]-8-hydroxy-1H-quinolin-2-one C(C)C=1C=C2CC(CC2=CC1CC)NC[C@H](O)C1=C2C=CC(NC2=C(C=C1)O)=O